(4-(5-aminoisoxazol-3-yl)piperidin-1-yl)(1H-indol-2-yl)methanone NC1=CC(=NO1)C1CCN(CC1)C(=O)C=1NC2=CC=CC=C2C1